4-(1-tetrahydropyrrolyl)benzaldehyde N1(CCCC1)C1=CC=C(C=O)C=C1